NC1=C(C(=CC(=N1)C1=CC(=C(C=C1)C1=CN(C(O1)=O)[C@@H]1C(NC(CC1)=O)=O)F)C)OC(F)F (S)-3-(5-(4-(6-amino-5-(difluoromethoxy)-4-methylpyridin-2-yl)-2-fluorophenyl)-2-oxooxazol-3(2H)-yl)piperidine-2,6-dione